CC1=CC2=C(N3C(S2)=NC(=C3)C3=CC=C(C=C3)C(F)(F)F)C=C1 7-Methyl-2-(4-(trifluoromethyl)phenyl)benzo[d]imidazo[2,1-b]thiazole